ClC1=C(C=C2C=C(N=CC2=C1)NC(=O)[C@H]1[C@H](C1)C1CCOCC1)N1CCN(CC1)[C@@]1(COC[C@@H]1O)C (1R,2R)-N-[7-chloro-6-[4-((3R,4R)-4-hydroxy-3-methyl-tetrahydrofuran-3-yl)piperazin-1-yl]-3-isoquinolinyl]-2-tetrahydropyran-4-yl-cyclopropanecarboxamide